CN1CC=C(C2=CC=CC=C12)C(F)(F)F 1-methyl-4-(trifluoromethyl)quinoline